1-cyclopropyl-7-[(1s,6s)-2,8-diazabicyclononan-8-yl]-6-fluoro-8-methoxy-4-oxoquinoline-3-carboxylic acid C1(CC1)N1C=C(C(C2=CC(=C(C(=C12)OC)N1CCCCCN[C@H](C1)C1CCCCCCCC1)F)=O)C(=O)O